C(C)(C)(C)C1=CC=C(C=C1)N(C(=O)[C@@H]1NC[C@@H](C1)O)C(C(NCC=1C=NC=CC1)=O)C=1C=NC=CC1 (2R,4R)-N-(4-(tert-butyl)phenyl)-4-hydroxy-N-(2-oxo-1-(pyridin-3-yl)-2-((pyridin-3-ylmethyl)amino)ethyl)pyrrolidine-2-carboxamide